methyl 2-[4-(benzyloxymethyl)cyclohexyl]-6-[[6-(trifluoromethyl)pyridine-2-carbonyl]amino]-1-(2-trimethylsilylethoxymethyl)benzimidazole-5-carboxylate C(C1=CC=CC=C1)OCC1CCC(CC1)C1=NC2=C(N1COCC[Si](C)(C)C)C=C(C(=C2)C(=O)OC)NC(=O)C2=NC(=CC=C2)C(F)(F)F